Cl.NC(C(=O)N1CCN(CC1)C(=O)NC1=NC(N(C=C1)C1=CC=C(C=C1)CCN1CCC(CC1)N)=O)(C)C 4-(2-Amino-2-methylpropanoyl)-N-(1-(4-(2-(4-aminopiperidin-1-yl)ethyl)phenyl)-2-oxo-1,2-dihydropyrimidin-4-yl)piperazine-1-carboxamide hydrochloride salt